NC1=NC=C(C2=C1C(=C(S2)C2=CC(=C(C=C2)NC(C(=C)C)=O)C)C2=CC=C(C=C2)OC2=NC=CC(=N2)C)Br N-(4-(4-amino-7-bromo-3-(4-((4-methylpyrimidin-2-yl)oxy)phenyl)thieno[3,2-c]pyridin-2-yl)-2-methylphenyl)methacrylamide